C(C)(C)(C)OC(=O)N1CC2=CC=C(C=C2CC1)COS(=O)(=O)C 6-(((methylsulfonyl)oxy)methyl)-3,4-dihydroisoquinoline-2(1H)-carboxylic acid tert-butyl ester